2-propyl-pentanolate C(CC)C(C[O-])CCC